N-(3,3-difluorocyclobutyl)-2-methyl-5-[(2S)-2-(trifluoromethylsulfonylamino)propoxy]pyridine-3-carboxamide FC1(CC(C1)NC(=O)C=1C(=NC=C(C1)OC[C@H](C)NS(=O)(=O)C(F)(F)F)C)F